N-(4-amino-2-tetrahydropyran-2-yl-pyrazolo[4,3-c]pyridin-7-yl)-N'-ethyl-N'-[[4-(pentafluoro-sulfanyl)phenyl]methyl]oxamide NC1=NC=C(C=2C1=CN(N2)C2OCCCC2)NC(=O)C(=O)N(CC2=CC=C(C=C2)S(F)(F)(F)(F)F)CC